tert-butyl 4-[3-[(4-chlorophenyl)methoxy]pyrazol-1-yl]piperidine-1-carboxylate ClC1=CC=C(C=C1)COC1=NN(C=C1)C1CCN(CC1)C(=O)OC(C)(C)C